4-Cyclopropyl-N-(piperidin-4-yl)-N-(6-(trifluoromethyl)pyridin-3-yl)pyridin-3-amine hydrochloride Cl.C1(CC1)C1=C(C=NC=C1)N(C=1C=NC(=CC1)C(F)(F)F)C1CCNCC1